6-methoxy-2-[4-methyl-5-(morpholine-4-carbonyl)-thiazol-2-yl]-1,2,3,4-tetrahydro-isoquinoline-5-carbaldehyde COC1=C(C=2CCN(CC2C=C1)C=1SC(=C(N1)C)C(=O)N1CCOCC1)C=O